3-PYRIDIN-3-YLPROP-2-YNOIC ACID N1=CC(=CC=C1)C#CC(=O)O